CC1N(C(CCC1)C)CCCCCN1C(C=NC2=CC=C(C=C12)C(=O)O)=O 4-[5-(2,6-dimethyl-piperidin-1-yl)-pentyl]-3-oxo-3,4-dihydro-quinoxaline-6-carboxylic acid